1,8-dibromo-2,7-bis[(trimethylsilyl)oxy]naphthalene BrC1=C(C=CC2=CC=C(C(=C12)Br)O[Si](C)(C)C)O[Si](C)(C)C